N1(N=CC=C1)C1=C(CNC2=C3N=CN(C3=NC(=N2)N2CCNCC2)C2CCCC2)C=CC=C1 N-(2-(1H-pyrazol-1-yl)benzyl)-9-cyclopentyl-2-(piperazin-1-yl)-9H-purin-6-amine